ClC=1C=C(C=CC1)N1CCN(CC1)CCCCl (3-chlorophenyl)-N'-(3-chloropropyl)-piperazine